9-((3s,4r)-3-fluoropiperidin-4-yl)-7-methyl-2-((7-methylquinolin-6-yl)amino)-7,9-dihydro-8H-purin-8-one F[C@H]1CNCC[C@H]1N1C2=NC(=NC=C2N(C1=O)C)NC=1C=C2C=CC=NC2=CC1C